C(C1=CC=CC=C1)(C1=CC=CC=C1)(C1=CC=CC=C1)OCC(CCCCCCCCCCCCCCC)O (trityloxy)heptadecan-2-ol